C1(CC1)N1N=CC(=C1)[C@H]1CN(C[C@H](O1)C)C1=CC2=C(N=NN(C2=O)C)C(=N1)C1=C(C=C(C=C1)F)F 6-[(2S,6R)-2-(1-cyclopropylpyrazol-4-yl)-6-methyl-morpholin-4-yl]-8-(2,4-difluorophenyl)-3-methyl-pyrido[3,4-d]triazin-4-one